5-(2-(2-Fluorophenyl)pyrrolidin-1-yl)-N-((R,E)-4-(methylsulfonyl)but-3-en-2-yl)pyrazine-2-carboxamide FC1=C(C=CC=C1)C1N(CCC1)C=1N=CC(=NC1)C(=O)N[C@H](C)\C=C\S(=O)(=O)C